BrC1=NNC(=C1Br)Br 3,4,5-Tribromo-1H-pyrazole